N'-{5-bromo-6-[(1S)-1-(3,5-difluorophenyl)eth-oxy]-2-methylpyridin-3-yl}-N-ethyl-N-methylimidoformamide BrC=1C=C(C(=NC1O[C@@H](C)C1=CC(=CC(=C1)F)F)C)N=CN(C)CC